C1(=CC=C(C=C1)C1=CC(=NC=C1)C1=CC=CC=C1)C1=CC=CC=C1 4-([1,1'-Biphenyl]-4-yl)-2-phenyl-pyridine